C(C)(C)(C)C=1C=C(C=C)C=C(C1O)C(C)(C)C 3,5-di-tert-butyl-4-hydroxystyrene